tert-butyl 4-(6-chloro-2-piperidin-1-ylpyrimidin-4-yl)piperazine-1-carboxylate ClC1=CC(=NC(=N1)N1CCCCC1)N1CCN(CC1)C(=O)OC(C)(C)C